ClC=1C=C(NC2(CCC3(C(CC4=CC=C(C=C34)OCCN3CCOCC3)C3=CC(=CC=C3)OC3=CC=CC=C3)CC2)C(=O)O)C=CC1 (1r,4r)-4-(3-chloroanilino)-6'-[2-(morpholin-4-yl)ethoxy]-2'-(3-phenoxyphenyl)-2',3'-dihydrospiro[cyclohexane-1,1'-indene]-4-carboxylic acid